hexadecyldiethylammonium bromide [Br-].C(CCCCCCCCCCCCCCC)[NH+](CC)CC